BrC1=NN(C=C1)CCCOC1=CC=CC2=C1N=C(O2)C2=CN=C(C1=CN=C(C=C21)N)NC 4-(4-(3-(3-bromo-1H-pyrazol-1-yl)propoxy)benzo[d]oxazol-2-yl)-N1-methyl-2,7-naphthyridine-1,6-diamine